5-[4-[tert-butoxycarbonyl-(cyclopropyl)amino]-1-piperidyl]quinazoline-8-carboxylic acid C(C)(C)(C)OC(=O)N(C1CCN(CC1)C1=C2C=NC=NC2=C(C=C1)C(=O)O)C1CC1